N-nitrophenyl-hydroxylamine aluminum salt [Al].[N+](=O)([O-])N(O)C1=CC=CC=C1